BrC1=CC=C2C(=CC(=NC2=C1)N1[C@@H](CCC1)COCCC(=O)OC(C)(C)C)C1=NN=CN1 tert-butyl (S)-3-((1-(7-bromo-4-(4H-1,2,4-triazol-3-yl)quinolin-2-yl)pyrrolidin-2-yl)methoxy)propanoate